8-(4-(4-butylphenoxy)piperidin-1-yl)-5-methyl-6-oxo-5,6-dihydro-1,5-naphthyridine-2-carbonitrile C(CCC)C1=CC=C(OC2CCN(CC2)C2=CC(N(C=3C=CC(=NC23)C#N)C)=O)C=C1